6-methoxy-2-thiazol-2-yl-3,4-dihydroisoquinolin-1-one COC=1C=C2CCN(C(C2=CC1)=O)C=1SC=CN1